[P].[Si].[C].[B] boron carbon silicon phosphorus